FC(C(=O)O)(F)F.N1(CCNCC1)C=1C=C(N=NC1)C1=C(C=CC=C1)O 2-(5-(piperazin-1-yl)pyridazin-3-yl)phenol, 2,2,2-trifluoroacetate salt